N-[[6-[1-(2-Fluorophenyl)ethoxy]-2-pyridyl]sulfonyl]-2-(2,2,4-trimethylpyrrolidin-1-yl)pyridin-3-carboxamid FC1=C(C=CC=C1)C(C)OC1=CC=CC(=N1)S(=O)(=O)NC(=O)C=1C(=NC=CC1)N1C(CC(C1)C)(C)C